7-fluoro-2,3-dihydroquinolin-4(1H)-one FC1=CC=C2C(CCNC2=C1)=O